(R) or (S)-3-methyl-5-(1-methylpyrrolidin-2-yl)pyridine CC=1C=NC=C(C1)[C@@H]1N(CCC1)C |o1:7|